C(C)(C)(C)C1=CC=CC=C1C=C 6-tertiary butyl-styrene